2-[3-(1,3-Benzothiazol-2-ylamino)-4-methyl-6,7-dihydro-5H-pyrido[2,3-c]pyridazin-8-yl]-5-[3-[2-fluoro-4-[3-methyl-3-(methylamino)but-1-ynyl]phenoxy]propyl]thiazol S1C(=NC2=C1C=CC=C2)NC2=C(C1=C(N=N2)N(CCC1)C=1SC(=CN1)CCCOC1=C(C=C(C=C1)C#CC(C)(NC)C)F)C